FC=1C=C(CC=2C=C3C(=NNC3=CC2)NC(C2=C(C=C(C=C2)N2CCN(CC2)C(CCNC=2C=C3C(N(C(C3=CC2)=O)C2C(NC(CC2)=O)=O)=O)=O)NC2CCOCC2)=O)C=C(C1)F N-(5-(3,5-difluorobenzyl)-1H-indazol-3-yl)-4-(4-(3-((2-(2,6-dioxopiperidin-3-yl)-1,3-dioxoisoindolin-5-yl)amino)propanoyl)piperazin-1-yl)-2-((tetrahydro-2H-pyran-4-yl)amino)benzamide